Methyl((S)-((9H-fluoren-9-yl)oxy)(phenyl)phosphoryl)-L-alaninate CN([C@@H](C)C(=O)[O-])[P@](=O)(C1=CC=CC=C1)OC1C2=CC=CC=C2C=2C=CC=CC12